FC=1C(=NC(=NC1)NC1=NC=C(C=C1)N1CCOCC1)C1=C(N=C(S1)NC)C 5-(5-Fluoro-2-((5-morpholinopyridin-2-yl)amino)pyrimidin-4-yl)N,4-dimethylthiazol-2-amine